C(#N)C=1C(=C(CNC(CN(C(CN2N=C(C3=CC=CC=C23)C(=O)N)=O)[C@@H](CO)C)=O)C=CC1)F (R)-1-(2-((2-((3-cyano-2-fluorobenzyl)amino)-2-oxoethyl)(1-hydroxypropan-2-yl)amino)-2-oxoethyl)-1H-indazole-3-carboxamide